OC1CCCCCCCCCCC(OCCC1O)=O 13,14-dihydroxyoxacyclohexadecan-2-one